cyano-3-(4-((2-methyl-[1,1'-biphenyl]-3-yl)methoxy)-3-nitrophenyl)acrylamide C(#N)C(C(=O)N)=CC1=CC(=C(C=C1)OCC=1C(=C(C=CC1)C1=CC=CC=C1)C)[N+](=O)[O-]